ICCCCCCCCCC=CCCOCOCOCCC=CCCCCCCCCCI 13-iodo-3-tridecenyloxymethyl ether